BrCCC1=C(C=CC=C1)S(=O)(=O)O (2-bromoethyl)benzenesulfonic acid